tetrahydrofuran-2-ylmethanol O1C(CCC1)CO